S(=O)(=O)(O)O.C(CCC)C1=NC=CN1C butyl-3-methylimidazole hydrogen sulfate